N-(3-(6-(benzylthio)-4-methylpyridin-2-yl)-1-methyl-1H-pyrrolo[2,3-c]pyridin-5-yl)acetamide C(C1=CC=CC=C1)SC1=CC(=CC(=N1)C1=CN(C2=CN=C(C=C21)NC(C)=O)C)C